(S)-4-((4-((2-(2-cyano-4,4-difluoropyrrolidin-1-yl)-2-oxoethyl)carbamoyl)quinolin-6-yl)oxy)butanoic acid trifluoroacetate FC(C(=O)O)(F)F.C(#N)[C@H]1N(CC(C1)(F)F)C(CNC(=O)C1=CC=NC2=CC=C(C=C12)OCCCC(=O)O)=O